FC1=CC(=C(C=C1)NC=1C=NC=2CCN(CC2C1)C=1C(=CC=2N(N1)C(C=CN2)=O)C)C 7-(3-((4-fluoro-2-methylphenyl)amino)-7,8-dihydro-1,6-naphthyridin-6(5H)-yl)-8-methyl-4H-pyrimido[1,2-b]pyridazin-4-one